Cl.OC1=C(C=CC=C1)N=NC=1C(NC=CC1)=O (2-hydroxyphenyl)azopyridone hydrochloride